ClC=1C=C(C=CC1)NC=1N(C2=NC(=NC=C2N1)NC1(CCOCC1)C)C1CCC(CC1)C(=O)N (1R,4R)-4-(8-((3-chlorophenyl)amino)-2-((4-methyltetrahydro-2H-pyran-4-yl)amino)-9H-purin-9-yl)cyclohexane-1-carboxamide